BrC=1C(=C(C=CC1)NC1=NC=CC=2C1=NC=CN2)Cl N-(3-bromo-2-chlorophenyl)pyrido[3,4-b]Pyrazine-5-amine